tert-butyl (2R,4S)-5-hydrazinyl-1-(4-hydroxyphenyl)-4-methyl-5-oxopentan-2-ylcarbamate N(N)C([C@H](C[C@H](CC1=CC=C(C=C1)O)NC(OC(C)(C)C)=O)C)=O